methylene bissalicylate C(C=1C(O)=CC=CC1)(=O)OCOC(C=1C(O)=CC=CC1)=O